(2S,3S) and (2S,3R)-4,5-didehydro-isoleucine N[C@@H]([C@@H](C)C=C)C(=O)O |&1:2|